FC(C=1N=CN(C1)C=1C=CC=C(C1)O)(F)F 5-(4-(trifluoromethyl)-1H-imidazol-1-yl)phenol